FC1=C(C=CC=C1CC1NCC(C1NS(=O)(=O)CF)C)C1=C(OCCN(C(OC(C)(C)C)=O)C)C=CC=C1 tert-butyl N-[2-[2-[2-fluoro-3-[[3-(fluoromethylsulfonylamino)-4-methyl-pyrrolidin-2-yl]methyl]phenyl]phenoxy]ethyl]-N-methyl-carbamate